NC1=NC2=CC=C(C=C2C=C1C)C(=O)N(CC1=NC=C(C=C1)C(F)(F)F)[C@@H](CC)C1CCOCC1 2-amino-3-methyl-N-((1S)-1-(tetrahydro-2H-pyran-4-yl)propyl)-N-((5-(trifluoromethyl)-2-pyridinyl)methyl)-6-quinolinecarboxamide